C(#N)C(C)(C)C1=CC(=NC=C1)C(=O)NC1=CC(=C(C=C1)C)C=1C=NC2=CC(=NC=C2C1)N(CC1=CC=C(C=C1)OC)CC 4-(2-cyanoprop-2-yl)-N-(3-(7-(ethyl-(4-methoxybenzyl)amino)-1,6-naphthyridin-3-yl)-4-methylphenyl)picolinamide